C(C)O[Si](CCC1=CC=C(C=C1)OC)(OCC)OCC 1-triethoxysilyl-2-(4-methoxyphenyl)ethane